FC1=C(NC)C=CC(=C1)S(=O)(=O)C 2-fluoro-N-methyl-4-(methylsulfonyl)aniline